C1(=CC=CC=C1)[Sn](C1=CC=CC=C1)(C1=CC=CC=C1)[Si]([Sn](C1=CC=CC=C1)(C1=CC=CC=C1)C1=CC=CC=C1)([Sn](C1=CC=CC=C1)(C1=CC=CC=C1)C1=CC=CC=C1)[Sn](C1=CC=CC=C1)(C1=CC=CC=C1)C1=CC=CC=C1 tetrakis(triphenylstannyl)silane